(6-Nitro-hexahydrofuro[3,2-b]furan-3-yl)-carbamic acid 2-[4-(5,7-dimethoxy-4-oxo-3,4-dihydro-quinazolin-2-yl)-2,6-dimethyl-phenoxy]-ethyl ester COC1=C2C(NC(=NC2=CC(=C1)OC)C1=CC(=C(OCCOC(NC2C3C(OC2)C(CO3)[N+](=O)[O-])=O)C(=C1)C)C)=O